tert-butyl 4-(1-(difluoromethyl)-1H-benzo[d]imidazol-2-yl)piperidine-1-carboxylate FC(N1C(=NC2=C1C=CC=C2)C2CCN(CC2)C(=O)OC(C)(C)C)F